5-fluoro-7-(piperidin-4-ylethynyl)-2-(((tetrahydro-2H-pyran-4-yl)thio)methyl)quinazolin-4(3H)-one hydrochloride Cl.FC1=C2C(NC(=NC2=CC(=C1)C#CC1CCNCC1)CSC1CCOCC1)=O